5-(4-((R)-1-(2-oxa-6-azaspiro[3.3]hept-6-yl)ethyl)phenyl)-2-amino-N-((1R,3R)-3-hydroxyadamantan-1-yl)nicotinamide C1OCC12CN(C2)[C@H](C)C2=CC=C(C=C2)C=2C=NC(=C(C(=O)NC13CC4(CC(CC(C1)C4)C3)O)C2)N